ClC=1C=C(C(=O)N)C=C(N1)Cl 2,6-dichloroisonicotinic acid amide